C(C)(C)(C)OC(=O)N1CCC(CC1)C=1C=C2C=CNC(C2=CC1)=O 4-(1-oxo-1,2-dihydroisoquinolin-6-yl)piperidine-1-carboxylic acid tert-butyl ester